FC=1C=C(C=NC1)CNC=1C=C2C(=NNC2=CC1)\C=C\C1=NC=CC=C1 (E)-N-((5-fluoropyridin-3-yl)methyl)-3-(2-(pyridin-2-yl)vinyl)-1H-indazol-5-amine